[Y].[Sr] strontium, yttrium salt